N-(3-fluoro-4-((1-isopropyl-2-oxo-2,3-dihydro-1H-imidazo[4,5-b]pyridine-7-yl)oxy)phenyl)-1-(pyrimidine-4-yl)-5-(trifluoromethyl)-1H-pyrazole-4-carboxamide FC=1C=C(C=CC1OC1=C2C(=NC=C1)NC(N2C(C)C)=O)NC(=O)C=2C=NN(C2C(F)(F)F)C2=NC=NC=C2